5-Fluoro-7-(2-methyl-8-propylimidazo[1,2-b]pyridazin-6-yl)-3-(piperidin-4-yl)cinnoline magnesium 2-hydroxypropionate OC(C(=O)[O-])C.[Mg+2].FC1=C2C=C(N=NC2=CC(=C1)C=1C=C(C=2N(N1)C=C(N2)C)CCC)C2CCNCC2.OC(C(=O)[O-])C